N1CC=C(CC1)C(=O)O 1,2,5,6-tetrahydropyridine-4-carboxylic acid